C(C)(C)(C)OC(=O)N1[C@@H](CN([C@H](C1)C)C=1C2=C(N(C(N1)=O)C=1C(=NC=CC1C)C(C)C)N=C(C(=C2)Cl)Cl)C (2R,5S)-4-(6,7-dichloro-1-(2-isopropyl-4-methylpyridin-3-yl)-2-oxo-1,2-dihydropyrido[2,3-d]pyrimidin-4-yl)-2,5-dimethylpiperazine-1-carboxylic acid tert-butyl ester